N-[1-(β-phenylethyl)-4-piperidyl]-N-phenylpropanecarboxamide C1(=CC=CC=C1)CCN1CCC(CC1)N(C(=O)CCC)C1=CC=CC=C1